2,2'-p-phenylenedi(4-methyl-2-oxazoline) C1(=CC=C(C=C1)C=1OCC(N1)C)C=1OCC(N1)C